FCCC[Si]1(O[SiH](O[SiH](O1)C)C)C fluoropropyl-trimethyl-cyclotrisiloxane